benzyl 4-(3-((2,4-dioxo-3-((2-(trimethylsilyl)ethoxy)methyl)tetrahydropyrimidin-1(2H)-yl)methyl)-2-oxopyridin-1(2H)-yl)piperidine-1-carboxylate O=C1N(CCC(N1COCC[Si](C)(C)C)=O)CC=1C(N(C=CC1)C1CCN(CC1)C(=O)OCC1=CC=CC=C1)=O